C(C1=CC=CC=C1)OCC1(CC1)C[C@]1(N(C[C@@H](C1)F)C(=O)OC(C)(C)C)C(=O)OC 1-(tert-butyl) 2-methyl (2R,4R)-2-((1-((benzyloxy)methyl)cyclopropyl)methyl)-4-fluoropyrrolidine-1,2-dicarboxylate